1-(4-(benzyloxy)-6-methoxybenzofuran-2-yl)-2-bromoethan-1-one C(C1=CC=CC=C1)OC1=CC(=CC2=C1C=C(O2)C(CBr)=O)OC